C1(CC1)OC1=C(C(=O)N2CC3(C2)CC(C3)N3N=C(CC3=O)C3=C(C=CC=C3)F)C=CC(=C1)F 1-[2-(2-cyclopropoxy-4-fluorobenzoyl)-2-azaspiro[3.3]heptan-6-yl]-3-(2-fluorophenyl)-4,5-dihydro-1H-pyrazol-5-one